1,2-diaminocyclohexane platinum (II) [Pt+2].NC1C(CCCC1)N